5-Bromo-6-methoxy-2-phenyl-2H-indazole BrC1=CC2=CN(N=C2C=C1OC)C1=CC=CC=C1